tert-Butyl 2-(((2S,3S)-1,3-dihydroxybutan-2-yl)carbamoyl)-4-phenethylpiperidine-1-carboxylate OC[C@@H]([C@H](C)O)NC(=O)C1N(CCC(C1)CCC1=CC=CC=C1)C(=O)OC(C)(C)C